C1(=CC=CC=C1)N(C(CC)=O)C1CCN(CC1)CC(C)C1=CC=CC=C1 N-Phenyl-N-[1-(2-phenylpropyl)piperidin-4-yl]propanamide